zinc 3-methylbutyrate CC(CC(=O)[O-])C.[Zn+2].CC(CC(=O)[O-])C